1-(4-fluorophenyl)-6-(prop-1-en-2-yl)-N-(1-(3,4,5-trimethoxyphenyl)-1H-imidazol-4-yl)-1H-pyrazolo[3,4-d]Pyrimidin-4-amine FC1=CC=C(C=C1)N1N=CC=2C1=NC(=NC2NC=2N=CN(C2)C2=CC(=C(C(=C2)OC)OC)OC)C(=C)C